N1=CC(=CC=C1)OC1=CC=C(N)C=C1 4-(pyridin-3-yloxy)aniline